N1C=CC2=CC(=CC=C12)C(C)=O 1-(1H-indol-5-yl)ethanone